N-[4-[4-(4-Cyanophenyl)piperazin-1-yl]phenyl]-2-fluoro-4-methoxybenzamid C(#N)C1=CC=C(C=C1)N1CCN(CC1)C1=CC=C(C=C1)NC(C1=C(C=C(C=C1)OC)F)=O